N-[4-[(6,7-dimethoxy-1,5-naphthyridin-4-yl)oxy]-3-fluorophenyl]-5-(5-ethylfuran-2-yl)-4-hydroxy-2,6-dimethylpyridine-3-carboxamide COC=1N=C2C(=CC=NC2=CC1OC)OC1=C(C=C(C=C1)NC(=O)C=1C(=NC(=C(C1O)C=1OC(=CC1)CC)C)C)F